2-phenoxy-5,6,7,8-tetrahydro-1,7-naphthyridine O(C1=CC=CC=C1)C1=NC=2CNCCC2C=C1